NC1=CC(=NC(=N1)C(F)F)NC1=CC(=C(C=N1)C=1C=NN(C1)C[C@H]1N(CC1)C(=O)OC(C)(C)C)OC tert-butyl (S)-2-((4-(6-((6-amino-2-(difluoromethyl)pyrimidin-4-yl)amino)-4-methoxypyridin-3-yl)-1H-pyrazol-1-yl)methyl)azetidine-1-carboxylate